COC1=C(C=CC(=C1)N1CCC(CC1)N1CCN(CC1)C)NC1=NC=NC(=C1)N1OCC2(CC2)[C@H]1C1=CC=CC=C1 (R)-N-(2-methoxy-4-(4-(4-methylpiperazin-1-yl)piperidin-1-yl)phenyl)-6-(7-phenyl-5-oxa-6-Azaspiro[2.4]heptan-6-yl)pyrimidin-4-amine